O=C1N(CCC(N1)=O)C1=CC=2C=C3N(C2C=C1)CCN(C3)C(=O)OC(C)(C)C tert-Butyl 8-(2,4-dioxotetrahydropyrimidin-1(2H)-yl)-3,4-dihydropyrazino[1,2-a]indole-2(1H)-carboxylate